1-methoxy-2-(methoxymethyl)-2,9-dimethyldecane COCC(CCCCCCC(C)C)(C)COC